1-(5-bromo-2,4-dimethoxyphenyl)propan-2-amine BrC=1C(=CC(=C(C1)CC(C)N)OC)OC